6-(3-acetylpyrazin-2-yl)-2-methyl-pyridazin-3-one C(C)(=O)C=1C(=NC=CN1)C=1C=CC(N(N1)C)=O